C12CN(CC(N1)C2)C=2C(=C1CN(C(C1=CC2)=O)C2C(NC(CC2)=O)=O)F 3-(5-(3,6-diazabicyclo[3.1.1]heptan-3-yl)-4-fluoro-1-oxoisoindolin-2-yl)piperidine-2,6-dione